BrC=1C=2CCCC2C(=C2CCCC12)NC(=O)N=[S@](=O)(N)C=1SC(=CN1)C(C)(C)O (R)-N'-((8-bromo-1,2,3,5,6,7-hexahydro-s-indacen-4-yl)carbamoyl)-5-(2-hydroxy-propan-2-yl)thiazole-2-sulfonimidamide